γ-mercaptopropyltrimethylsilane SCCC[Si](C)(C)C